N-(4,4-dideuterocyclohexyl)-N-methylpyridineamide [2H]C1(CCC(CC1)N(C(=O)C1=NC=CC=C1)C)[2H]